4-(3-allylpiperidin-1-yl)-7-chloro-8-fluoro-2-(((2R,7aS)-2-fluorotetrahydro-1H-pyrrolizin-7a(5H)-yl)methoxy)pyrido[4,3-d]pyrimidine C(C=C)C1CN(CCC1)C=1C2=C(N=C(N1)OC[C@]13CCCN3C[C@@H](C1)F)C(=C(N=C2)Cl)F